(4-formyl-2-methoxyphenyl) 2-methylpropanoate CC(C(=O)OC1=C(C=C(C=C1)C=O)OC)C